N-(1-((3-chloro-4-fluorophenyl)amino)-6-methoxyisoquinolin-7-yl)-4-hydroxybutanamide ClC=1C=C(C=CC1F)NC1=NC=CC2=CC(=C(C=C12)NC(CCCO)=O)OC